C(C)(C)(C)OC(=O)N[C@@H]1C(N(C2=C(SC1)C=CC(=N2)C(=O)OC)CC2=CC=C(C=C2)Cl)=O methyl (3R)-3-(tert-butoxycarbonylamino)-5-[(4-chlorophenyl)methyl]-4-oxo-2,3-dihydropyrido[3,2-b][1,4]thiazepine-7-carboxylate